N[C@H]1[C@H](C(N([C@@H]1C=1SC(=CC1)Cl)C=1C=C2C=NN(C2=CC1)C1=CC=C(C=C1)F)=O)C (3R,4S,5S)-4-amino-5-(5-chlorothien-2-yl)-1-(1-(4-fluorophenyl)-1H-indazol-5-yl)-3-methylpyrrolidin-2-one